N-(1-(3-chlorobenzyl)-1H-pyrazol-4-yl)-1-methyl-6-oxo-1,6-dihydropyridazine-3-carboxamide ClC=1C=C(CN2N=CC(=C2)NC(=O)C2=NN(C(C=C2)=O)C)C=CC1